2-butene-1,4-diol C(C=CCO)O